2-(4-amino-8-bromo-9H-pyrimido[4,5-b]indol-9-yl)acetic acid NC1=NC=NC=2N(C3=C(C=CC=C3C21)Br)CC(=O)O